NC=1SC=C[N+]1CC1=CC=C(C=C1)C#N 2-amino-3-(4-cyanobenzyl)thiazol-3-ium